IC1=CC(=C(C=C1C)NC1=CC=C2C(=N1)OCCO2)C N-(4-iodo-2,5-dimethylphenyl)-2H,3H-[1,4]dioxino[2,3-b]pyridin-6-amine